NC1=NC=2C=C(C(=CC2C2=C1C=NN2C)C(=O)N(C)[C@H]2COC1=C2C=C(C(=C1)Cl)Cl)F 4-amino-N-((3R)-5,6-dichloro-2,3-dihydro-1-benzofuran-3-yl)-7-fluoro-N,1-dimethyl-1H-pyrazolo[4,3-c]quinoline-8-carboxamide